tert-butyl (2R,6S)-4-(4-(((3-bromo-1-((2-(trimethylsilyl)ethoxy)methyl)-1H-pyrrolo[2,3-b]pyridin-4-yl)amino)methyl)pyrimidin-2-yl)-2,6-dimethylpiperazine-1-carboxylate BrC1=CN(C2=NC=CC(=C21)NCC2=NC(=NC=C2)N2C[C@H](N([C@H](C2)C)C(=O)OC(C)(C)C)C)COCC[Si](C)(C)C